1-(1-aminopropyl)-3-methylimidazole bromine salt [Br].NC(CC)N1CN(C=C1)C